N-(6-((3-((4-chloro-3-(trifluoromethyl)phenyl)sulfonamido)-5-methylpyridin-2-yl)oxy)pyridin-3-yl)-2-fluoroacrylamide ClC1=C(C=C(C=C1)S(=O)(=O)NC=1C(=NC=C(C1)C)OC1=CC=C(C=N1)NC(C(=C)F)=O)C(F)(F)F